4-carbamoylbicyclo[2.2.2]Octane-1-carboxylic acid, lithium salt [Li+].C(N)(=O)C12CCC(CC1)(CC2)C(=O)[O-]